Ethyl 2-((1R,5S)-3-(3-(3-bromo-2-methylphenoxy)propyl)-3,8-diazabicyclo[3.2.1]octan-8-yl)acetate BrC=1C(=C(OCCCN2C[C@H]3CC[C@@H](C2)N3CC(=O)OCC)C=CC1)C